C(#N)C=1C=NC=CC1C1=CC=C(C=C1)[C@H](C)NC(=O)[C@H]1N(C[C@@H](C1)O)C([C@H](C(C)(C)C)NC(OC(C)(C)C)=O)=O tert-butyl ((S)-1-((2S,4R)-2-(((S)-1-(4-(3-cyanopyridin-4-yl)phenyl)ethyl)carbamoyl)-4-hydroxypyrrolidin-1-yl)-3,3-dimethyl-1-oxobutan-2-yl)carbamate